C1(CC1)C=1C=CC=2N(C1)C=C(N2)C(C)N 1-(6-cyclopropylimidazo[1,2-a]pyridin-2-yl)ethan-1-amine